CC=1C(=NC=CC1)CN1N=C(N=C1)C(=O)N 1-[(3-methyl-2-pyridinyl)methyl]-1,2,4-triazole-3-carboxamide